CC=1C=C(C=C(C1OCCN1CCOCC1)C)C1=NC2=CC=CC=C2C(N1)=O 2-(3,5-dimethyl-4-(2-morpholinoethoxy)phenyl)quinazolin-4(3H)-one